methylene(cyclopentadienyl)(9-fluorenyl)hafnium C=[Hf](C1C2=CC=CC=C2C=2C=CC=CC12)C1C=CC=C1